1-(4-Methyl-5-(1-methyl-8-(methylamino)-1H-imidazo[4,5-f]isoquinolin-4-yl)pyridin-2-yl)butan-1-ol CC1=CC(=NC=C1C1=C2C(=C3C=C(N=CC3=C1)NC)N(C=N2)C)C(CCC)O